CC1=CN=C2N1C1=C(C(=N2)N[C@H](C)C2=C(C(=CC=C2)C(F)(F)F)C)CN(C1)C(=O)C1(CC1)C (R)-(8-methyl-4-((1-(2-methyl-3-(trifluoromethyl)phenyl)ethyl)amino)-1H-imidazo[1,2-a]pyrrolo[3,4-e]pyrimidin-2(3H)-yl)(1-methylcyclopropyl)methanone